CC1(OB(OC1(C)C)B1OC(C(O1)(C)C)(C)C)C 4,4,4',4',5,5,5',5'-Octamethyl-2,2'-bi-(1,3,2-dioxaborolane)